2-((4-ethoxy-3-((3-(thiazol-2-yl)benzyl)carbamoyl)phenyl)carbamoyl)pyrrolidine-1-carboxylic acid tert-butyl ester C(C)(C)(C)OC(=O)N1C(CCC1)C(NC1=CC(=C(C=C1)OCC)C(NCC1=CC(=CC=C1)C=1SC=CN1)=O)=O